NC(C)C1=C2CN(C(C2=CC(=C1)C)=O)C1COC2=CC=CC=C2C1 4-(1-aminoethyl)-2-chroman-3-yl-6-methyl-isoindolin-1-one